FC(CNCC(=O)NC1=CNC2=CC=C(C=C12)C=1C=NN(C1)C1=CC=C(C=C1)C(F)(F)F)(F)F 2-[(2,2,2-trifluoroethyl)amino]-N-(5-{1-[4-(trifluoro-methyl)phenyl]-1H-pyrazol-4-yl}-1H-indol-3-yl)acetamide